COCCN1CCC(CC1)NC(=O)C=1C=2C[C@@H]3[C@H](C2N(N1)C1=C(C=C(C=C1)F)F)C3 (1aR,5aR)-2-(2,4-Difluoro-phenyl)-1a,2,5,5a-tetrahydro-1H-2,3-diaza-cyclopropa[a]pentalene-4-carboxylic acid [1-(2-methoxy-ethyl)-piperidin-4-yl]-amide